C(C)(C)(C)OC(=O)NC[C@@H](C(=O)O)NC1=NC=CC=C1[N+](=O)[O-] (S)-3-((tert-butoxycarbonyl)amino)-2-((3-nitropyridin-2-yl)amino)propanoic acid